COC=1C=C(C=C(C1)OC)C#CC1=CN(C=2N=CN=C(C21)N)C 5-((3,5-dimethoxyphenyl)ethynyl)-7-methyl-7H-pyrrolo[2,3-d]pyrimidin-4-amine